N[C@@H](CO)C(=O)[O-].[Mg+2].N[C@@H](CO)C(=O)[O-] MAGNESIUM SERINATE